ClC1=CC=C(C=N1)CN1/C(/SCC1)=N/C#N {(2Z)-3-[(6-Chloro-3-pyridinyl)methyl]-1,3-thiazolidin-2-ylidene}cyanamide